CC1(CN(C2=C1C=NC(=C2)C=2SC(=CC2)C)CCN2[C@H](CN[C@@H](C2)C)COC)C 1-[3,3-Dimethyl-6-(5-methylthiophen-2-yl)-1H,2H,3H-pyrrolo[3,2-c]pyridin-1-yl]-2-[(2R,5R)-2-(methoxymethyl)-5-methylpiperazin-1-yl]ethan